tert-butyl peroxy-isononanoate C(CCCCCC(C)C)(=O)OOC(C)(C)C